(piperidin-4-yl)benzene-1,4-disulfonamide N1CCC(CC1)C1=C(C=CC(=C1)S(=O)(=O)N)S(=O)(=O)N